tert-butyl (2S,5S)-(2-(hydroxymethyl)-5-(4-(trifluoromethyl) phenoxy) piperidin-1-yl)carboxylate OC[C@H]1N(C[C@H](CC1)OC1=CC=C(C=C1)C(F)(F)F)C(=O)OC(C)(C)C